(gamma-(triethoxysilyl) propyl) tetrasulfide C(C)O[Si](CCCSSSSCCC[Si](OCC)(OCC)OCC)(OCC)OCC